2-oxoimidazolidin-1-yl-piperidine-1-carboxylic acid tert-butyl ester C(C)(C)(C)OC(=O)N1C(CCCC1)N1C(NCC1)=O